C(C)C1(SC(=C(N1)C)C(=O)N)C(=O)N 2-ethyl-4-methylthiazole-2,5-dicarboxamide